(S)-N-(2-(dimethylamino)-1-(3-(trifluoromethyl)phenyl)ethyl)-4-(trifluoromethoxy)benzenesulfonamide CN(C[C@H](C1=CC(=CC=C1)C(F)(F)F)NS(=O)(=O)C1=CC=C(C=C1)OC(F)(F)F)C